tert-butyl (3-(((tert-butyldimethylsilyl)oxy)methyl)phenyl)carbamate [Si](C)(C)(C(C)(C)C)OCC=1C=C(C=CC1)NC(OC(C)(C)C)=O